FC=1C(=C(C(=CC1)F)OOB(OO)O)O (3,6-difluoro-2-hydroxyphenyl)dihydroxyboric acid